CN1N=C2C(C(C1=O)N1CCOCC1)CC1CCC2N1C(=O)OC(C)(C)C tert-butyl (±)-2-methyl-4-morpholino-3-oxo-3,4,4a,5,6,7,8,9-octahydro-2H-6,9-epiminocyclohepta[c]pyridazine-10-carboxylate